7-((3-iodo-6-methyl-5,5-dioxido-6,11-dihydrodibenzo[c,f][1,2]thiazepine-11-yl)amino)heptanoic acid IC1=CC2=C(C(C3=C(N(S2(=O)=O)C)C=CC=C3)NCCCCCCC(=O)O)C=C1